1-(5,7-dichloro-8-fluoro-2-(methylthio)pyrido[4,3-d]pyrimidin-4-yl)piperidine ClC1=NC(=C(C=2N=C(N=C(C21)N2CCCCC2)SC)F)Cl